C(C(=C)C)(=O)OOCC.C(C(=C)C)(=O)OOCCC ethoxy propoxy dimethacrylate